1-phenyl-1H-imidazol C1(=CC=CC=C1)N1C=NC=C1